2-chloro-5-(trifluorometh-yl)pyridin-3-amine ClC1=NC=C(C=C1N)C(F)(F)F